3-(3-cyclohexyl-4-oxooxazolidin-2-yl)-N-(4-phenylbutyl)benzamide C1(CCCCC1)N1C(OCC1=O)C=1C=C(C(=O)NCCCCC2=CC=CC=C2)C=CC1